2-(3,5-dichloro-4-((6-oxo-1-(thiazol-2-yl)-1,6-dihydropyridin-3-yl)oxy)phenyl)-3,5-dioxo-2,3,4,5-tetrahydro-1,2,4-triazine-6-carbonitrile ClC=1C=C(C=C(C1OC1=CN(C(C=C1)=O)C=1SC=CN1)Cl)N1N=C(C(NC1=O)=O)C#N